C(C)OC([C@@H](N)C)=O alanin ethyl ester